(2R,4S)-4-((2-Aminopyridin-4-yl)methyl)-N-((S)-1-((4-amidinobenzyl)amino)-1-oxopropan-2-yl)pyrrolidine-2-carboxamide bis-trifluoroacetate FC(C(=O)O)(F)F.FC(C(=O)O)(F)F.NC1=NC=CC(=C1)C[C@H]1C[C@@H](NC1)C(=O)N[C@H](C(=O)NCC1=CC=C(C=C1)C(N)=N)C